barium arachidate C(CCCCCCCCCCCCCCCCCCC)(=O)[O-].[Ba+2].C(CCCCCCCCCCCCCCCCCCC)(=O)[O-]